1-methyl-5-phenyl-1H-pyrazol CN1N=CC=C1C1=CC=CC=C1